(4-fluoro-2-methoxyphenyl)boric acid FC1=CC(=C(C=C1)OB(O)O)OC